ClC1=CC2=C(C=N1)NC(N2C2COC2)=O 6-chloro-1-(oxetan-3-yl)-1,3-dihydro-2H-imidazo[4,5-c]Pyridin-2-one